ethyl 3-oxo-2-(1,2-thiazol-4-yl)-6-[4-(trifluoromethyl) phenyl]-2,3-dihydropyridazine-4-carboxylate O=C1N(N=C(C=C1C(=O)OCC)C1=CC=C(C=C1)C(F)(F)F)C=1C=NSC1